N1=CN=C(C2=C1C=CS2)NC=2C=C1C(NC(C1=CC2)=O)=O 5-(thieno[3,2-d]pyrimidin-4-ylamino)isoindoline-1,3-dione